4-bromo-N-(2-morpholinoethyl)pyridin-2-amine BrC1=CC(=NC=C1)NCCN1CCOCC1